C(#N)C1=CC=C(C=N1)C(=O)NC1=C(C=C(C=C1)C)S(=O)(=O)C 6-cyano-N-(2-methanesulfonyl-4-methylphenyl)pyridine-3-carboxamide